CN1C[C@H]([C@@H](C1)C1=CC=CC=C1)C(=O)NC1=CC(=CC=C1)C=1C=NC=CC1 |r| (±)-trans-1-methyl-4-phenyl-N-[3-(pyridin-3-yl)phenyl]pyrrolidine-3-carboxamide